BrC=1C=C2C(OCC=3C=CC(=CC3C3=CC(=C(C(NS(C(C1O)=C2)(=O)=O)=C3)OC)F)C#N)=O 13-bromo-20-fluoro-14-hydroxy-19-methoxy-10,16,16-trioxo-9-oxa-16λ6-thia-17-azatetracyclo[16.3.1.111,15.02,7]tricosa-1(21),2(7),3,5,11,13,15(23),18(22),19-nonaene-4-carbonitrile